2-[(2R)-2-[[4-amino-3-(2-fluoro-4-phenoxy-phenyl)pyrazolo[3,4-d]pyrimidin-1-yl]methyl]pyrrolidine-1-carbonyl]-4-methyl-4-(1-piperidinyl)pent-2-enenitrile NC1=C2C(=NC=N1)N(N=C2C2=C(C=C(C=C2)OC2=CC=CC=C2)F)C[C@@H]2N(CCC2)C(=O)C(C#N)=CC(C)(N2CCCCC2)C